(R)-3-(3-(difluoromethoxy)phenyl)-1-isopropyl-N-(3-methyl-1,1-dioxidothietan-3-yl)-1,5,6,7-tetrahydropyrano[3,2-c]pyrazole-6-carboxamide FC(OC=1C=C(C=CC1)C=1C2=C(N(N1)C(C)C)C[C@H](CO2)C(=O)NC2(CS(C2)(=O)=O)C)F